[Si](C)(C)(C(C)(C)C)OCCOC=1C=CN=C2C(=CC(=NC12)Cl)CN1CCCC1 8-(2-((tert-butyldimethylsilyl)oxy)ethoxy)-2-chloro-4-(pyrrolidin-1-ylmethyl)-1,5-naphthyridine